5-(3-thienoyl)amino-3-(1-pentyl-1,2,3,6-tetrahydropyridin-4-yl)-1H-indole S1C=C(C=C1)C(=O)NC=1C=C2C(=CNC2=CC1)C=1CCN(CC1)CCCCC